9-ethyl-6,6-dimethyl-8-[4-(morpholin-4-yl)-piperidin-1-yl]-11-oxo-6,11-dihydro-5H-benzo[b]carbazole-3-carbonitrile-hydrochloride Cl.C(C)C1=CC2=C(C(C=3NC4=CC(=CC=C4C3C2=O)C#N)(C)C)C=C1N1CCC(CC1)N1CCOCC1